(R)-2-(3-fluoro-5-(2-fluoropropan-2-yl)-2-methoxyphenyl)-2-((R)-3-((5-(4-methoxy-5,6,7,8-tetrahydro-1,8-naphthyridin-2-yl)pentyl)oxy)pyrrolidin-1-yl)acetic acid FC=1C(=C(C=C(C1)C(C)(C)F)[C@H](C(=O)O)N1C[C@@H](CC1)OCCCCCC1=NC=2NCCCC2C(=C1)OC)OC